3,5-DIMETHYL-1-(7H-PURIN-6-YL)-1H-PYRAZOLE-4-CARBALDEHYDE CC1=NN(C(=C1C=O)C)C1=C2NC=NC2=NC=N1